O=C1N(CCN1)C1=CC=C(C=C1)C1=NC=CC=N1 2-(4-(2-oxoimidazolidin-1-yl)phenyl)pyrimidin